C(C)N1C(NC2=C(C1=O)N=CC(=C2)CN2CCN(CC2)C=2C=CC(=NC2F)C(=O)NC)=O 5-(4-((3-ethyl-2,4-dioxo-1,2,3,4-tetrahydropyrido[3,2-d]pyrimidin-7-yl)methyl)piperazin-1-yl)-6-fluoro-N-methylpicolinamide